[5-(4-aminocinnolin-7-yl)-2-methoxy-4-thiazol-2-yl-phenyl]boronic acid formate C(=O)O.NC1=CN=NC2=CC(=CC=C12)C=1C(=CC(=C(C1)B(O)O)OC)C=1SC=CN1